6-[(2,2-dimethylmorpholin-4-yl)methyl]-8-methyl-2-thieno[3,2-c]pyridin-6-yl-3H-quinazolin-4-one hydrochloride Cl.CC1(CN(CCO1)CC=1C=C2C(NC(=NC2=C(C1)C)C1=CC2=C(C=N1)C=CS2)=O)C